2-aminomethyl-1-methylpiperidine NCC1N(CCCC1)C